N2-(4-(6-azaspiro[2.5]octan-4-yl)butyl)-N2-(4-methoxybenzyl)pyrimidine-2,4-diamine C1CC12C(CNCC2)CCCCN(C2=NC=CC(=N2)N)CC2=CC=C(C=C2)OC